3-bromo-1-(3-chloropyridin-2-yl)-N-[4,6-dichloro-3-fluoro-2-(methylcarbamoyl)phenyl]-1H-pyrazole-5-formamide BrC1=NN(C(=C1)C(=O)NC1=C(C(=C(C=C1Cl)Cl)F)C(NC)=O)C1=NC=CC=C1Cl